bis-(2-amino-ethyl)-dithiol NCCC1=CC(SS1)CCN